C(#N)CC(=O)F cyano-acetyl fluoride